3-[2-amino-5-(3,4-dimethoxyphenyl)-3-pyridyl]phenol NC1=NC=C(C=C1C=1C=C(C=CC1)O)C1=CC(=C(C=C1)OC)OC